ClC1=C(C=C2C=C(N=CC2=C1)NC(=O)C1C(CC1)C1=NC=CC=C1)C1CCN(CC1)C1(COCC1O)C 1-N-(7-chloro-6-(1-(4-hydroxy-3-methyltetrahydrofuran-3-yl)piperidin-4-yl)isoquinolin-3-yl)-2-(pyridin-2-yl)cyclobutane-1-carboxamide